COC=1C=2N(C=CC1CC#N)N=CC2 2-(4-Methoxypyrazolo[1,5-a]pyridin-5-yl)acetonitrile